(R)-2-((R)-3,3-difluoro-5-(6-oxo-1,6-dihydropyridin-3-yl)piperidin-1-yl)-N-(5-fluoropyridin-2-yl)propionamide 2,2-dimethylpiperazine-1-carboxylate CC1(N(CCNC1)C(=O)O)C.FC1(CN(C[C@H](C1)C1=CNC(C=C1)=O)[C@@H](C(=O)NC1=NC=C(C=C1)F)C)F